N-(2-methoxyethyl)-N,5-dimethyl-4-(2,6-diazaspiro[3.4]octan-2-yl)hexan-1-amine hydrochloride Cl.COCCN(CCCC(C(C)C)N1CC2(C1)CNCC2)C